8-bromo-6-cyclopropylimidazo[1,2-a]pyridine-2-carbaldehyde BrC=1C=2N(C=C(C1)C1CC1)C=C(N2)C=O